4-(2-((R)-2-(2-isopropylphenyl)-4-((6-methoxypyridin-3-yl)methyl)piperazin-1-yl)-7-azaspiro[3.5]nonan-7-yl)benzeneFormamide C(C)(C)C1=C(C=CC=C1)[C@H]1N(CCN(C1)CC=1C=NC(=CC1)OC)C1CC2(C1)CCN(CC2)C2=CC=C(C=C2)C(=O)N